4,6-bis-(trichloromethyl)-1,3,5-triazine ClC(C1=NC=NC(=N1)C(Cl)(Cl)Cl)(Cl)Cl